BrC1=CC(=C(C=C1)[C@@]1(COCC1)C#N)F |r| (±)-3-(4-bromo-2-fluoro-phenyl)tetrahydrofuran-3-carbonitrile